C1(CCCCC1)CCC(=O)OC(CSCCCCCC(CCCCCSCC(CCCC)OC(CCC1CCCCC1)=O)O)CCCC ((6-hydroxy undecane-1,11-diyl)bis-(sulfanediyl))bis(hexane-1,2-diyl) bis(3-cyclohexyl-propanoate)